C(C)OC(C(C=O)N(C1=CC=CC=C1)CCC(=O)OCC)=O ((3-ethoxy-3-oxopropyl)(phenyl)amino)-3-oxopropanoic acid ethyl ester